4-{[2-Methoxy-3-(5-methyl-1,3,4-oxadiazol-2-yl)phenyl]amino}-2-(pyridin-2-ylamino)pyrimidine-5-carboxylic acid COC1=C(C=CC=C1C=1OC(=NN1)C)NC1=NC(=NC=C1C(=O)O)NC1=NC=CC=C1